5-(3-(2,2-Difluoroethyl)-2-methyl-3H-imidazo[4,5-b]pyridin-5-yl)-N4-methyl-N2-((4s,7s)-1-oxaspiro[3.5]nonan-7-yl)pyrrolo[2,1-f][1,2,4]triazine-2,4-diamine FC(CN1C(=NC=2C1=NC(=CC2)C=2C=CN1N=C(N=C(C12)NC)NC1CCC2(CCO2)CC1)C)F